C(C)(=O)C1=NC(=CN(C1C)C)C 2-acetyl-3,4,6-trimethylpyrazine